Cl.N[C@H](C(=O)NCC1=CC=C(C=C1)C1=CC(=C(C=C1)Cl)Cl)CCC (S)-2-amino-N-((3',4'-dichloro-[1,1'-biphenyl]-4-yl)methyl)pentanamide hydrochloride